3,4',5-trimethoxybenzophenone COC=1C=C(C(=O)C2=CC=C(C=C2)OC)C=C(C1)OC